ClC1=CC=C(C(=N1)C(=O)O)N[C@H](C)C=1C=C(C=C2C(N(C(=NC12)C1(CN(C1)CC(F)F)C)C)=O)C (R)-6-chloro-3-((1-(2-(1-(2,2-difluoroethyl)-3-methylazetidin-3-yl)-3,6-dimethyl-4-oxo-3,4-dihydroquinazolin-8-yl)ethyl)amino)picolinic acid